FC(C=1C(=C(C=CC1)[C@@H](C)NC(=O)C1=CN(C(C=C1NC1[C@@H]2CN(C[C@H]12)C)=O)C(C)C)F)F N-((R)-1-(3-(difluoromethyl)-2-fluorophenyl)ethyl)-1-isopropyl-4-(((1R,5S,6s)-3-methyl-3-azabicyclo[3.1.0]hex-6-yl)amino)-6-oxo-1,6-dihydropyridine-3-carboxamide